2-(((1,1-difluoropropan-2-yl)amino)ethyl)-1-(2-fluorobenzyl)-1H-pyrazole-3-carboxylic acid FC(C(C)NCCN1N(C=CC1C(=O)O)CC1=C(C=CC=C1)F)F